O[C@@]1(C(N(CC1)C)=O)C1=CC(=NO1)C=1OC(=CC1)B1OC(C(O1)(C)C)(C)C (R)-3-hydroxy-1-methyl-3-(3-(5-(4,4,5,5-tetramethyl-1,3,2-dioxaborolan-2-yl)furan-2-yl)isoxazol-5-yl)pyrrolidin-2-one